(5-bromo-2-(3-(dimethylamino)propoxy)pyridin-3-yl)carbamic acid tert-butyl ester C(C)(C)(C)OC(NC=1C(=NC=C(C1)Br)OCCCN(C)C)=O